(E)-3-(4-methoxyphenyl)-N-(1H-pyrazol-3-yl)-N-(tetrahydrothiophen-2-yl-methyl)prop-2-enamide COC1=CC=C(C=C1)/C=C/C(=O)N(CC1SCCC1)C1=NNC=C1